COCC(C)(C)N (1-methoxy-2-methylpropan-2-yl)amine